C(C=C)(=O)OCCC1C(C)O1 acryloyloxyethyl-epoxypropane